C(C)(C)NC(C)C.[Li] lithium diisopropyl-amine